BrC1=C2C=NN(C2=CC(=C1)F)CCO 2-(4-bromo-6-fluoro-1H-indazol-1-yl)ethan-1-ol